Methyl (E)-3-chloro-6-(2-chloro-3-((2,2-dimethylhydrazono) methyl)-4-(trifluoromethyl) phenyl)picolinate ClC=1C(=NC(=CC1)C1=C(C(=C(C=C1)C(F)(F)F)/C=N/N(C)C)Cl)C(=O)OC